C(#C)C1=C2C(=CC(=CC2=CC=C1F)O)C=1C=C2C3=C(N=C(N=C3C1F)OCC13CCCN3CC(C1)F)NC1C(O2)CCC1 5-ethynyl-6-fluoro-4-(4-fluoro-2-((2-fluorotetrahydro-1H-pyrrolizin-7a(5H)-yl)methoxy)-7a,8,9,10,10a,11-hexahydrocyclopenta[2,3][1,4]oxazepino[5,6,7-de]quinazolin-5-yl)naphthalen-2-ol